N-{4-[3'-(2-chloro-3-fluoroanilino)-4'-oxo-1',4',5',7'-tetrahydrospiro[cyclobutane-1,6'-pyrrolo[3,2-c]pyridin]-2'-yl]pyridin-2-yl}-2-(4-fluorophenyl)acetamide ClC1=C(NC2=C(NC3=C2C(NC2(C3)CCC2)=O)C2=CC(=NC=C2)NC(CC2=CC=C(C=C2)F)=O)C=CC=C1F